tert-butyl 6-(6-(2,4-dioxo-1,2,3,4-tetrahydropyrimidin-5-yl)imidazo[1,2-b]pyridazin-8-yl)-8,8-difluoro-2,6-diazaspiro[3.4]octane-2-carboxylate O=C1NC=C(C(N1)=O)C=1C=C(C=2N(N1)C=CN2)N2CC1(CN(C1)C(=O)OC(C)(C)C)C(C2)(F)F